2-methyl-4,6-bis[(octylthio)methyl]Phenol CC1=C(C(=CC(=C1)CSCCCCCCCC)CSCCCCCCCC)O